6-(4-bromo-2,6-dichlorophenoxy)-4-isopropyl-3-methoxypyridazine BrC1=CC(=C(OC2=CC(=C(N=N2)OC)C(C)C)C(=C1)Cl)Cl